Ethyl 5-(3-ethoxyphenyl)-1H-pyrazole-3-carboxylate C(C)OC=1C=C(C=CC1)C1=CC(=NN1)C(=O)OCC